CN(C(SSC(N(C)C)=S)=S)C tetramethyl-thiuram disulphide